(3,4-dimethoxyphenyl)-2-amino-2-methyl-propionitrile COC=1C=C(C=CC1OC)CC(C#N)(C)N